(((2-(furan-2-yl)thieno[2,3-d]pyrimidin-4-yl)amino)methylene)bis(phosphonic acid) O1C(=CC=C1)C=1N=C(C2=C(N1)SC=C2)NC(P(O)(O)=O)P(O)(O)=O